C(C=C)C1(CC(C1)(C1=NN=CN1C)C1=CC(=CC=C1)Br)O (1s,3r)-1-allyl-3-(3-bromophenyl)-3-(4-methyl-4H-1,2,4-triazol-3-yl)cyclobutan-1-ol